C1(CC1)CC1=NN=C2N1C=CC(=C2C(F)(F)F)[C@H](C)OC2=C(C=CC=C2F)F 3-(cyclopropylmethyl)-7-[(1S)-1-(2,6-difluorophenoxy)ethyl]-8-(trifluoromethyl)[1,2,4]triazolo[4,3-a]pyridine